C(C)C=1N=C(C2=C(N1)SC(=C2)C)N(CCCC2=CC=CC=C2)C 2-ethyl-N,6-dimethyl-N-(3-phenylpropyl)thieno[2,3-d]pyrimidin-4-amine